didecanoyl-ethylenediamine diacetic acid C(C)(=O)O.C(C)(=O)O.C(CCCCCCCCC)(=O)NCCNC(CCCCCCCCC)=O